(2R)-2-amino-1-[2-(1,3-benzothiazole-6-sulfonyl)-2H,4H,5H,6H-pyrrolo[3,4-c]pyrazol-5-yl]-2-(4-fluorophenyl)ethan-1-one N[C@@H](C(=O)N1CC2=NN(C=C2C1)S(=O)(=O)C1=CC2=C(N=CS2)C=C1)C1=CC=C(C=C1)F